COC=1C=CC=2C3=C(C=NC2N1)COC(N3CC3=NC=C(C=C3)SCC3=CC=C(C=C3)OC)=O 8-methoxy-1-((5-((4-methoxybenzyl)thio)pyridin-2-yl)methyl)-1,4-dihydro-2H-[1,3]oxazino[5,4-c][1,8]naphthyridin-2-one